(4-((7,9-difluoro-4-hydroxy-5H-pyrimido[5,4-b]indol-5-yl)methyl)benzyl)phosphonic acid FC=1C=C(C=2C3=C(N(C2C1)CC1=CC=C(CP(O)(O)=O)C=C1)C(=NC=N3)O)F